5-methyl-2-phenylpyrazol CC=1C=CN(N1)C1=CC=CC=C1